CC=1C=C2C=CC(=NC2=CC1)C(F)(F)F 6-methyl-2-(trifluoromethyl)quinolin